N1=CC=CC2=CC(=CC=C12)CNC1=CC=C2C(=N1)C(=CN2)C=2CCN(CC2)C 5-(N-[(quinolin-6-yl)methyl]amino)-3-(1-methyl-1,2,3,6-tetrahydropyridin-4-yl)pyrrolo[3,2-b]pyridine